3-(4-(difluoromethyl)pyridin-2-yl)-1-methyl-1-(2-(1-methyl-1H-imidazo[1,2-b]pyrazole-7-carbonyl)-2-azaspiro[3.3]heptan-6-yl)urea FC(C1=CC(=NC=C1)NC(N(C1CC2(CN(C2)C(=O)C2=C3N(N=C2)C=CN3C)C1)C)=O)F